isobutylamine 2-(alpha-n-pentanoyl)benzoate C(CCCC)(=O)C1=C(C(=O)O)C=CC=C1.C(C(C)C)N